CN(CCCNCC1=CC=C(C=C1)C=1N=C(C2=C(N1)N(C=C2)C)C2=CC=C(C=C2)CNCCCN(C)C)C 2,4-bis{4-[(3-dimethylaminopropyl)aminomethyl]phenyl}-7-methyl-7H-pyrrolo[2,3-d]pyrimidine